ClC=1C=CC(=C(C1)C=1N=C2N(CCN2)C1C1=CC=2C=NC=CC2S1)F 2-(6-(5-Chloro-2-fluorophenyl)-2,3-dihydro-1H-imidazo[1,2-a]imidazol-5-yl)thieno[3,2-c]pyridine